N1=C(C=NC=C1)C(=O)N Pyrazinamid